O,S-diethyl methylthiophosphonate CP(OCC)(SCC)=O